1-(3-(benzylamino)-2-(3-bromophenyl)imidazo[1,2-a]pyridin-5-yl)naphthalen-2-ol C(C1=CC=CC=C1)NC1=C(N=C2N1C(=CC=C2)C2=C(C=CC1=CC=CC=C21)O)C2=CC(=CC=C2)Br